C(C1=CC=CC=C1)N1CCN(CCCN(CCC1)CC=1C(=C(C(=O)N)C=C(C1)C)O)CC=1C(=C(C(=O)N)C=C(C1)C)O 3,3'-[(4-benzyl-1,4,8-triazacycloundecane-1,8-diyl)bis(methylene)]bis(2-hydroxy-5-methyl-benzamide)